N-(3-((2-aminopyrimidin-5-yl)ethynyl)-2,4-difluorophenyl)-2-chloro-5-(trifluoromethyl)benzenesulfonamide NC1=NC=C(C=N1)C#CC=1C(=C(C=CC1F)NS(=O)(=O)C1=C(C=CC(=C1)C(F)(F)F)Cl)F